5-(2-amino-ethyl)-2-hydroxybenzoic acid NCCC=1C=CC(=C(C(=O)O)C1)O